ClC1=C(C=CC(=C1)N1C=NN(C1=O)C)C(=O)N[C@@]1(CCC=2N(C3=CC=C(C=C3C2)C)C1)C1=CC(=CC=C1)F (7S)-7-({[2-Chloro-4-(1-methyl-5-oxo-1,5-dihydro-4H-1,2,4-triazol-4-yl)phenyl]carbonyl}amino)-7-(3-fluorophenyl)-2-methyl-6,7,8,9-tetrahydropyrido[1,2-a]indol